5-bromo-3-(Pyridin-3-yl)-1H-pyrrolo[2,3-b]pyridine-1-carboxylic acid tert-butyl ester C(C)(C)(C)OC(=O)N1C=C(C=2C1=NC=C(C2)Br)C=2C=NC=CC2